C1(=CC=C(C=C1)[C@H](C)N1N=CC2=C(C=CC(=C12)C(=O)NC1CC2(CCC2)C1)Cl)C1=CC=CC=C1 (Sa)-6-(1-((S)-1-([1,1'-Biphenyl]-4-yl)ethyl)-4-chloro-1H-indazol-7-carboxamido)spiro-[3.3]heptan